tridecyl-trimethyl-fluorooctyl-triethoxysilane C(CCCCCCCCCCCC)C(C(C)(C)C)O[Si](OCC)(OCC)CCCCCCCCF